C12COCC(N1C=1SC3=C(N1)C=CC(=C3C(=O)NC=3C=NC(=CC3C(NC31CC(C3)(C1)CC)=O)OC)OC)C2 2-(3-Oxa-6-azabicyclo[3.1.1]heptan-6-yl)-N-(4-((3-ethylbicyclo[1.1.1]pentan-1-yl)carbamoyl)-6-methoxypyridin-3-yl)-6-methoxybenzo[d]thiazole-7-carboxamide